7-(methylamino)-2-oxo-1H-quinoline-3-carboxamide CNC1=CC=C2C=C(C(NC2=C1)=O)C(=O)N